FC1=C(OC2=C(C=C(C=C2)NS(=O)(=O)C)C=2C3=C(C(N(N2)C)=O)NC=C3)C=CC(=C1)F N-[4-(2,4-difluorophenoxy)-3-(6-methyl-7-oxo-6,7-dihydro-1H-pyrrolo[2,3-d]pyridazin-4-yl)phenyl]methanesulfonamide